C(C)(C)(C)[C@@H]1N=C(OC1)C=1C=NN2C1N=CC=C2 (S)-4-(tert-butyl)-2-(pyrazolo[1,5-a]pyrimidin-3-yl)-4,5-dihydro-oxazole